OC=1C=C2C(=CNC2=CC1)\C=N\NC(=O)NCCCCC (E)-2-((5-hydroxy-1H-indol-3-yl)methylene)-N-pentylhydrazine-1-carboxamide